FC(CNCC1CCOCC1)(F)F trifluoro-N-((tetrahydro-2H-pyran-4-yl)methyl)ethan-1-amine